BrC1=C(C=CC=C1)N(C(OC(C)(C)C)=O)CCCN1C(C2=CC=CC=C2C1=O)=O tert-butyl N-(2-bromophenyl)-N-[3-(1,3-dioxoisoindolin-2-yl)propyl]carbamate